[Br-].C(CCCCC)[P+](CCCC)(CCCC)CCCC Hexyltributylphosphonium bromid